OC[C@@H]1[C@@H](CN(CC1)C1=NC(=NC(=C1)C1=CC=C(C=C1)C(F)(F)F)C=1C=NC=CC1)O (3S,4R)-4-(hydroxymethyl)-1-(2-(pyridin-3-yl)-6-(4-(trifluoromethyl)phenyl)pyrimidin-4-yl)piperidin-3-ol